tert-butyl 3-(1-ethyl-2-(2,2,2-trifluoro-1-hydroxy-1-(4-methoxyphenyl)ethyl)-1H-benzo[d]imidazole-6-carboxamido)benzoate C(C)N1C(=NC2=C1C=C(C=C2)C(=O)NC=2C=C(C(=O)OC(C)(C)C)C=CC2)C(C(F)(F)F)(C2=CC=C(C=C2)OC)O